(R)-N-(1-(4-(ethylsulfonyl)phenyl)-2-hydroxyethyl)-1-(2-hydroxyethyl)-2-((2-(trifluoromethyl)pyridin-3-yl)methyl)-1H-indole-5-carboxamide C(C)S(=O)(=O)C1=CC=C(C=C1)[C@H](CO)NC(=O)C=1C=C2C=C(N(C2=CC1)CCO)CC=1C(=NC=CC1)C(F)(F)F